N-(3-(1-methyl-1H-pyrazol-4-yl)benzoyl)-O-(4-(5,6,7,8-tetrahydro-1,8-naphthyridin-2-yl)butyl)homoserine CN1N=CC(=C1)C=1C=C(C(=O)N[C@@H](CCOCCCCC2=NC=3NCCCC3C=C2)C(=O)O)C=CC1